BrC1=CC2=C(C(NCCO2)=O)C=C1 8-bromo-3,4-dihydro-2H-1,4-benzoxazepin-5-one